C1=C(C=CC=2C3=CC=CC=C3C3(C12)C1=CC=CC=C1C=1C=CC=CC13)N 9,9'-spirobifluoren-2-amine